tert-butyl (2S,6S)-2,6-dimethyl-4-[2-(2-oxabicyclo[2.1.1]hexan-1-ylmethoxy)quinazolin-5-yl]piperazine-1-carboxylate C[C@@H]1N([C@H](CN(C1)C1=C2C=NC(=NC2=CC=C1)OCC12OCC(C1)C2)C)C(=O)OC(C)(C)C